2-(2-((7-Chloro-1,2,3,4-tetrahydroisoquinolin-6-yl)amino)-5-(trifluoromethyl)pyrimidin-4-yl)-5-methyl-6,7-dihydrothieno[3,2-c]pyridin-4(5H)-one ClC1=C(C=C2CCNCC2=C1)NC1=NC=C(C(=N1)C1=CC=2C(N(CCC2S1)C)=O)C(F)(F)F